(2S,4S)-4-((7-bromo-8-hydroxyquinoxalin-2-yl)amino)-1-(tert-butoxycarbonyl)piperidin-2-carboxylic acid BrC1=CC=C2N=CC(=NC2=C1O)N[C@@H]1C[C@H](N(CC1)C(=O)OC(C)(C)C)C(=O)O